pyridine-2-yl ((2-ethoxyphenoxy)methyl)morpholine-4-carboxylate C(C)OC1=C(OCC2N(CCOC2)C(=O)OC2=NC=CC=C2)C=CC=C1